ethyl 9-carbazolecarboxylate C1=CC=CC=2C3=CC=CC=C3N(C12)C(=O)OCC